FC=1C=C(C(=C(C1)NC1=C(C=CC=C1C)F)C)N 5-fluoro-N1-(2-fluoro-6-methylphenyl)-2-methylbenzene-1,3-diamine